C(C1=CC=CC=C1)NCCOCCCCCOCC N-benzyl-2-((5-ethoxypentyl)oxy)ethan-1-amine